C(C)(C)(C)C1N(CCC(C1)N1N=CC(=C1C)B1OC(C(O1)(C)C)(C)C)C(=O)O.C(C)(C)(C)C1=C(C(O)=CC=C1)O tertiary-butyl-catechol t-Butyl-4-[5-methyl-4-(4,4,5,5-tetramethyl-1,3,2-dioxaborolan-2-yl)pyrazol-1-yl]piperidine-1-carboxylate